5-cyano-N-[3-(7-{[(3S,4R)-3-fluoro-1-methylpiperidin-4-yl]amino}-3-(2,2,2-trifluoroethyl)pyrazolo[1,5-a]pyridin-2-yl)prop-2-yn-1-yl]-1-methyl-1H-pyrrole-3-carboxamide C(#N)C1=CC(=CN1C)C(=O)NCC#CC1=NN2C(C=CC=C2N[C@H]2[C@H](CN(CC2)C)F)=C1CC(F)(F)F